2-(4-bromo-1,1-difluoro-3-oxo-isoindolin-2-yl)-N-(2,2,2-trifluoroethyl)acetamide BrC1=C2C(N(C(C2=CC=C1)(F)F)CC(=O)NCC(F)(F)F)=O